1,3-dimethylpyrimidin CN1CN(CC=C1)C